(S)-N-(1-hydroxypentan-2-yl)-6-((5-methyl-3-(6-methylpyridin-3-yl)isoOxazol-4-yl)methoxy)pyridazine-3-carboxamide OC[C@H](CCC)NC(=O)C=1N=NC(=CC1)OCC=1C(=NOC1C)C=1C=NC(=CC1)C